2-(2-aminoethyl)-N-methyl-1-(2-oxo-1,2,3,4-tetrahydroquinolin-6-yl)-1H-benzo[d]imidazole-5-carboxamide NCCC1=NC2=C(N1C=1C=C3CCC(NC3=CC1)=O)C=CC(=C2)C(=O)NC